ethyl 5-(2-hydroxyethyl)isoxazole-3-carboxylate OCCC1=CC(=NO1)C(=O)OCC